2-(6-((tert-butyldiphenylsilyl) oxy) hexyl)-2-methylmalonate [Si](C1=CC=CC=C1)(C1=CC=CC=C1)(C(C)(C)C)OCCCCCCC(C(=O)[O-])(C(=O)[O-])C